C(=C)C1(CCCCC1)O 1-vinylcyclohexan-1-ol